C(CC)NC(CCCCCCC)=O N-propyl-octanamide